Propyl-methoxyethyl-morpholine 2,2,2-Trifluoroethyl-2-[ethyl-[[2-methyl-4-(trifluoromethyl)phenyl]methyl]amino]-2-oxo-acetate FC(COC(C(=O)N(CC1=C(C=C(C=C1)C(F)(F)F)C)CC)=O)(F)F.C(CC)C1N(CCOC1)CCOC